F[C@H](CCCCCC(=O)NC1=C(C=C(C=C1)NCC1=CC=C(C=C1)C(F)(F)F)N1CCCC1)CF (7R)-7,8-Difluoro-N-(2-(pyrrolidin-1-yl)-4-((4-(trifluoromethyl)benzyl)amino)phenyl)octanamid